1-(4-(2-(3-(dimethylamino)propyl)-6-(3-methoxyphenyl)-2H-indazol-3-yl)piperidin-1-yl)-2-propen-1-one CN(CCCN1N=C2C=C(C=CC2=C1C1CCN(CC1)C(C=C)=O)C1=CC(=CC=C1)OC)C